FC=1C(=NC(=CC1)F)C1=NN(C=C1NC(=O)C=1N=C(SC1)C=1C=NN(C1)C(CCC(=O)OCCN1CCN(CC1)C)=O)C1CCC(CC1)OCC 2-(4-methylpiperazin-1-yl)ethyl 4-(4-(4-((3-(3,6-difluoropyridin-2-yl)-1-((1r,4r)-4-ethoxy cyclohexyl)-1H-pyrazol-4-yl)carbamoyl)thiazol-2-yl)-1H-pyrazol-1-yl)-4-oxobutanoate